N[C@H](CC)C(=O)O 3-deoxy-d-threonine